[O-]CCCC.[O-]CCCC.[Ti+2] Titanium di(n-butoxide)